oxalic acid bis(2-fluoro-2-propenyl) ester FC(COC(C(=O)OCC(=C)F)=O)=C